N,N-bis-(trimethylsilyl)amino-propylmethyldimethoxysilane C[Si](N([Si](C)(C)C)CO[Si](OC)(C)CCC)(C)C